ClC1=C(C=CC=C1F)CC(=O)NC1=CN=NC(=C1)NC1=CC(=C(C=C1)F)F (2-chloro-3-fluorophenyl)-N-[6-(3,4-difluorophenylamino)pyridazin-4-yl]acetamide